FC=1C=C(C=O)C=C(C1C(C)C)OC 3-Fluoro-5-methoxy-4-isopropylbenzaldehyde